2-Methyl-8-(2-((methyl(2-(methyl-amino)ethyl)amino)-methyl)-5,6-dihydro-4H-pyrrolo[1,2-b]-pyrazol-3-yl)-2-aza-spiro[4.5]decan-1-one CN1C(C2(CC1)CCC(CC2)C2=C1N(N=C2CN(CCNC)C)CCC1)=O